CSC1=CC=C(C=C1)CC=1C=NC=2N(C1N1CCCC1)N=CN2 6-[(4-methylsulfanylphenyl)methyl]-7-pyrrolidin-1-yl-[1,2,4]triazolo[1,5-a]pyrimidine